FC(C1=NN=C(O1)C1=CC(=C(CC2=NOC(=N2)C=2C=C(C=CC2)NC(OC(C)(C)C)=O)C(=C1)F)F)F Tert-butyl (3-(3-(4-(5-(difluoromethyl)-1,3,4-oxadiazol-2-yl)-2,6-difluorobenzyl)-1,2,4-oxadiazol-5-yl)phenyl)carbamate